trimethyl-(cyclohexylmethyl)ammonium sulfate S(=O)(=O)([O-])[O-].C[N+](CC1CCCCC1)(C)C.C[N+](C)(C)CC1CCCCC1